2-butyl-1-(piperidin-4-ylmethyl)-1H-Imidazolo[4,5-d]thiophene C(CCC)C1=NC2=C(C=CS2)N1CC1CCNCC1